FC=1C=C(C=CC1C1=NOC(=N1)C(F)(F)F)C(COC(C)C)=O 1-(3-Fluoro-4-(5-(trifluoromethyl)-1,2,4-oxadiazol-3-yl)phenyl)-2-isopropoxyethan-1-on